O[C@@H](C(=O)N(C)C1CCC(CC1)N1N=C2C=C(C(=CC2=C1)C(=O)O)OC)C 2-((1R,4R)-4-((R)-2-hydroxy-N-methylpropanamidyl)cyclohexyl)-6-methoxy-2H-indazole-5-carboxylic acid